lutetium(III) hydroxide [OH-].[Lu+3].[OH-].[OH-]